C(CC)OCO propoxymethanol